(R)-N-(3-(5-fluoro-2-(2-fluoro-3-(methylsulfonyl)phenylamino)pyrimidin-4-yl)-1H-indol-7-yl)-3-methoxy-2-(piperazin-1-yl)propanamide FC=1C(=NC(=NC1)NC1=C(C(=CC=C1)S(=O)(=O)C)F)C1=CNC2=C(C=CC=C12)NC([C@@H](COC)N1CCNCC1)=O